N-(2-cyanoethyl)-6-[8-(prop-2-enamido)naphthalen-2-yl]pyridine-2-carboxamide C(#N)CCNC(=O)C1=NC(=CC=C1)C1=CC2=C(C=CC=C2C=C1)NC(C=C)=O